O=C1NC=NC2=CC=CC=C12 4-oxoquinazoline